(R)-N-(3-(1-((2-Amino-5-chloropyridin-3-yl)oxy)ethyl)phenyl)-3-(pyrrolidin-1-yl)benzamid NC1=NC=C(C=C1O[C@H](C)C=1C=C(C=CC1)NC(C1=CC(=CC=C1)N1CCCC1)=O)Cl